S(=O)(Cl)Cl Thionyl chlorid